COC(C1=CC(=C(C=C1)C1CC1)S(NC1=C(C=C(C(=C1)C#N)Cl)O[C@@H](C)C1CCC1)(=O)=O)=O (S)-3-(N-(4-chloro-5-cyano-2-(1-cyclobutylethoxy)phenyl)sulfamoyl)-4-cyclopropylbenzoic acid methyl ester